[1-[(4-methoxy-3-nitro-phenyl)methoxymethyl]cyclopropyl]ammonium COC1=C(C=C(C=C1)COCC1(CC1)[NH3+])[N+](=O)[O-]